BrC1=CC=CC=2SC(=C(C21)CC2CC2)C2=NN1C(C(=CC(=C1)C(=O)N1C[C@@H](C[C@H](C1)F)NC(OC(C)(C)C)=O)OC)=C2C tert-butyl ((3R,5R)-1-(2-(4-bromo-3-(cyclopropylmethyl)benzo[b]thiophen-2-yl)-4-methoxy-3-methylpyrazolo[1,5-a]pyridine-6-carbonyl)-5-fluoropiperidin-3-yl)carbamate